4-(((1-Acryloylpiperidin-3-yl)methyl)amino)-2-iodo-1H-pyrrolo[2,3-b]pyridine-5-carboxamide C(C=C)(=O)N1CC(CCC1)CNC1=C2C(=NC=C1C(=O)N)NC(=C2)I